COC(C1=C(C(=C(C(=C1)CC1=C(C(=CC=C1)N)F)F)F)NC1=C(C=C(C=C1)I)Cl)=O 5-[(3-amino-2-fluorophenyl)methyl]-2-(2-chloro-4-iodoanilino)-3,4-difluorobenzoic acid methyl ester